β-phenylalanoyl-coA N[C@@H](C1=CC=CC=C1)CC(=O)SCCNC(CCNC([C@@H](C(COP(OP(OC[C@@H]1[C@H]([C@H]([C@@H](O1)N1C=NC=2C(N)=NC=NC12)O)OP(=O)(O)O)(=O)O)(=O)O)(C)C)O)=O)=O